5-((3-([1,1'-biphenyl]-3-yl)-1H-pyrazol-1-yl)methyl)pyridin-2-amine C1(=CC(=CC=C1)C1=NN(C=C1)CC=1C=CC(=NC1)N)C1=CC=CC=C1